4-Cyanobenzyl (1-hydroxy-7-methyl-1,3-dihydrobenzo[c][1,2]oxaborole-6-carbonyl)-L-valinate OB1OCC2=C1C(=C(C=C2)C(=O)N[C@@H](C(C)C)C(=O)OCC2=CC=C(C=C2)C#N)C